rac-(5R,7R)-5-methyl-6,7-dihydro-5H-cyclopenta[b]pyridine-7-carbonitrile C[C@@H]1C[C@H](C2=NC=CC=C21)C#N |r|